(1R)-1-[2-[[6-(2-hydroxyethyl)-7,8-dihydro-5H-1,6-naphthyridin-2-yl]amino]-8-piperidin-1-ylpyrido[3,4-d]pyrimidin-6-yl]ethanol OCCN1CC=2C=CC(=NC2CC1)NC=1N=CC2=C(N1)C(=NC(=C2)[C@@H](C)O)N2CCCCC2